Cl.FC1=C(C=CC=C1)N1C=NC(=C1)N 1-(2-fluorophenyl)-1H-imidazol-4-amine hydrochloride